S(=O)(=O)([O-])[O-].[NH4+].C(=C)OOC1=C(C=CC=C1)CCCCCCCCC.[NH4+] nonylphenoxy vinyl ether ammonium sulfate